CC(C(=O)OCC=C)CC.CC(C(=O)OC)CC allyl methyl di(methyl n-butyrate)